C(C)O[Si](OCC)(OCC)CN1CCCCCCC1 1-(triethoxysilylmethyl)-octahydroazocine